ClC1=C(C(=O)N2COC3=C(C2)C=CC=C3C3=CC(=C(C(=O)O)C=C3F)N3C2COCC3CC2)C(=CC(=C1)N1CC2(C1)OCCO2)Cl 4-[3-[2,6-Dichloro-4-(5,8-dioxa-2-azaspiro[3.4]oct-2-yl)benzoyl]-2,4-dihydro-1,3-benzoxazin-8-yl]-5-fluoro-2-(3-oxa-8-azabicyclo[3.2.1]oct-8-yl)benzoic acid